N'-Cbz-L-ornithine methyl ester COC([C@@H](N)CCCNC(=O)OCC1=CC=CC=C1)=O